C[C@H]1[C@@H]([C@H]([C@H]([C@@H](O1)O[C@@H]2[C@H]([C@@H]([C@H](O[C@H]2OC3=C(C(=C4C(=C3)OC(=CC4=O)C5=CC=C(C=C5)O)O)[C@H]6[C@@H]([C@H]([C@@H]([C@H](O6)CO)O)O)O)CO)O)O)O)O)O The molecule is a C-glycosyl compound that is isovitexin in which the hydroxyl hydrogen at position 7 is replaced by an alpha-L-rhamnosyl-(1->2)-beta-D-glucosyl moiety. It has a role as a metabolite. It is a dihydroxyflavone, a C-glycosyl compound, a glycosyloxyflavone and a disaccharide derivative. It derives from an isovitexin.